tert-butyl (3-oxopropyl)(phenethyl)carbamate O=CCCN(C(OC(C)(C)C)=O)CCC1=CC=CC=C1